C(C1=CC=C(NCC=2CNC=3N=C(N)NC(=O)C3N2)C=C1)(=O)[O-] 7,8-dihydropteroate